C(C)(C)(C)OC(=O)N1[C@H](CN(CC1)C1=NC(=C(C=C1)[N+](=O)[O-])N)C.OC1=CC=C2C(C(=COC2=C1)C1=CC=C(C=C1)O)=O 7-Hydroxy-3-(4-hydroxyphenyl)chromen-4-one tert-butyl-(2S)-4-(6-amino-5-nitropyridin-2-yl)-2-methylpiperazine-1-carboxylate